3-(5-(1-(5-Methyl-1H-indole-2-carbonyl)piperidin-4-yl)-1-oxoisoindolin-2-yl)piperidine-2,6-dione CC=1C=C2C=C(NC2=CC1)C(=O)N1CCC(CC1)C=1C=C2CN(C(C2=CC1)=O)C1C(NC(CC1)=O)=O